4-Cyclopropyl-6-[6-cyclopropyl-4-[4-fluoro-2-(2-methyl-1,2,4-triazol-3-yl)phenyl]pyridin-2-yl]-2-[[(3S)-3-methylpiperidin-1-yl]methyl]-1H-pyrrolo[2,3-c]pyridin-7-one C1(CC1)C=1C2=C(C(N(C1)C1=NC(=CC(=C1)C1=C(C=C(C=C1)F)C=1N(N=CN1)C)C1CC1)=O)NC(=C2)CN2C[C@H](CCC2)C